1-(3,4-dihydroisoquinolin-2(1H)-yl)-3-((7-nitrobenzo[d]isothiazol-3-yl)amino)propanol C1N(CCC2=CC=CC=C12)C(CCNC1=NSC2=C1C=CC=C2[N+](=O)[O-])O